C(C)C1=CC=C(C=N1)C=1N=C2N(N=C(C=C2)OC)C1C(=O)N[C@@H]1C(NC2=C(C(=N1)C1=CC=CC=C1)C=CC=C2F)=O 2-(6-Ethylpyridin-3-yl)-6-methoxy-N-[(3S)-9-fluoro-2-oxo-5-phenyl-1,3-dihydro-1,4-benzodiazepin-3-yl]imidazo[1,2-b]pyridazine-3-carboxamide